4-(6-methoxy-4-oxo-3,4-dihydrophthalazin-1-yl)benzylcarbamic acid tert-butyl ester C(C)(C)(C)OC(NCC1=CC=C(C=C1)C1=NNC(C2=CC(=CC=C12)OC)=O)=O